1,1'-(Ethane-1,2-diyl)bis(2-(2-bromo-4-chloro-6-fluorophenyl)-4-methoxy-1H-benzo[d]imidazole-5-carboxamide) C(CN1C(=NC2=C1C=CC(=C2OC)C(=O)N)C2=C(C=C(C=C2F)Cl)Br)N2C(=NC1=C2C=CC(=C1OC)C(=O)N)C1=C(C=C(C=C1F)Cl)Br